N(=[N+]=[N-])C(C)(C)C1CC2(C1)CCC2 2-(2-azidopropan-2-yl)spiro[3.3]Heptane